CC(CCC=1NC=CN1)CCC 3-methyl-hexyl-imidazole